Cl.Cl.NC1=NC2=CC=CC=C2C2=C1N=C1N2[C@H](COC1)CCCNC(=N)N (11S)-1-{3-[6-amino-10,11-dihydro-8H-[1,4]oxazino[4',3':1,2]imidazo[4,5-c]quinolin-11-yl]propyl}guanidine dihydrochloride